CC(CO)(C)C1=C2C(=NC(=C1)N1[C@@H](COCC1)C)C(=NS2)C2=CC=NN2 (R)-2-methyl-2-(5-(3-methylmorpholino)-3-(1H-pyrazol-5-yl)isothiazolo[4,5-b]pyridin-7-yl)propan-1-ol